2-propenoic acid, (5-ethyl-1,3-dioxan-5-yl)methyl ester C(C=C)(=O)OCC1(COCOC1)CC